[5-(chloromethyl)-2-pyridinyl]cyclopropanesulfonamide ClCC=1C=CC(=NC1)C1(CC1)S(=O)(=O)N